6-(4-methoxyphenyl)-2-((2,2,2-trifluoroethyl)amino)-8-(4-(trifluoromethyl)phenyl)pyrido[4,3-d]pyrimidin-7(6H)-one COC1=CC=C(C=C1)N1C=C2C(N=C(N=C2)NCC(F)(F)F)=C(C1=O)C1=CC=C(C=C1)C(F)(F)F